N1C=CC2=C1N=CC=C2C#N 1H-pyrrolo[2,3-b]pyridine-4-nitrile